tert-butyl-6-hydroxy-3,4-dihydroquinoline C(C)(C)(C)C1=NC2=CC=C(C=C2CC1)O